FCOC=1C=C(C=CC1NCC#CC=1N(C2=CC=CC(=C2C1)NC1CCC(CC1)N(C)CCOC)CC(F)(F)F)S(=O)(=O)N 3-(fluoromethoxy)-4-{[3-(4-{[(1R,4R)-4-[(2-methoxyethyl)(methyl)amino]cyclohexyl]amino}-1-(2,2,2-trifluoro-ethyl)-1H-indol-2-yl)prop-2-yn-1-yl]amino}benzene-1-sulfonamide